C[Si](OC)(OC)OC Methyltrimethoxysilan